8-(4-methylpyridinyl)-benzofuro[2,3-B]Pyridine CC1=CC(=NC=C1)C1=CC=CC2=C1OC1=NC=CC=C12